(2-(triethoxysilyl)ethyl)phosphonic acid C(C)O[Si](CCP(O)(O)=O)(OCC)OCC